(2R,3R,4S)-2-[2-chloro-6-[[(1R)-7-methoxyindan-1-yl]amino]purin-9-yl]tetrahydrothiophene-3,4-diol ClC1=NC(=C2N=CN(C2=N1)[C@@H]1SC[C@H]([C@H]1O)O)N[C@@H]1CCC2=CC=CC(=C12)OC